hydroxyneopentyl glycol diacrylate C(C=C)(=O)OC(C(C)(COC(C=C)=O)C)O